F[C@@H]1[C@H](O[C@@H]([C@H]1OC(=O)C1=CC=CC=C1)COC(=O)C1=CC=CC=C1)Br 2-deoxy-2-fluoro-3,5-bis-O-(phenylcarbonyl)-α-D-arabinofuranosyl bromide